(4-(4-((4-(3-fluoro-4-hydroxyphenyl)-5-methylpyrimidin-2-yl)amino)-1H-pyrazol-1-yl)piperidin-1-yl)ethanone FC=1C=C(C=CC1O)C1=NC(=NC=C1C)NC=1C=NN(C1)C1CCN(CC1)C(C)=O